tert-butyl N-[(tert-butoxy)carbonyl]-N-[(6-nitropyridin-3-yl)methyl]carbamate C(C)(C)(C)OC(=O)N(C(OC(C)(C)C)=O)CC=1C=NC(=CC1)[N+](=O)[O-]